N-(5-cyano-4-((2-methoxyethyl)amino)pyridin-2-yl)-7-(dimethoxymethyl)-4-hydroxy-6-((4-methyl-2-oxopiperazin-1-yl)methyl)-3,4-dihydro-2,4-methylene-1,8-naphthyridine-1(2H)-carboxamide C(#N)C=1C(=CC(=NC1)NC(=O)N1C2CC(C3=CC(=C(N=C13)C(OC)OC)CN1C(CN(CC1)C)=O)(C2)O)NCCOC